NC/C(/CN1N=CN(C1=O)CC1=CC=C(S1)C1=C(C(=O)NC)C=CC=C1)=C\F [5-({1-[(2E)-2-(aminomethyl)-3-fluoroprop-2-en-1-yl]-5-oxo-1,5-dihydro-4H-1,2,4-triazol-4-yl}methyl)thiophen-2-yl]-N-methylbenzamide